(4'-bromo-[1,1'-biphenyl]-4-yl)borane BrC1=CC=C(C=C1)C1=CC=C(C=C1)B